5-octyl-bicyclo[2.2.1]Hept-2-ene C(CCCCCCC)C1C2C=CC(C1)C2